phenylcarbonyloxyethyl-(2E)-but-2-ene-1,4-dioic acid methyl ester COC(\C(=C\C(=O)O)\CCOC(=O)C1=CC=CC=C1)=O